C1(CCCCC1)P(C1=C(C=CC=C1)C1=C(C=CC=C1OC(C)C)OC(C)C)(C1CCCCC1)[Pd] (dicyclohexyl(2',6'-diisopropoxy-[1,1'-biphenyl]-2-yl)phosphoranyl)palladium